(Z)-6-fluoro-2-(hydroxymethyl)-8-(1-(methoxyimino)ethyl)-1-methylquinolin-4(1H)-one FC=1C=C2C(C=C(N(C2=C(C1)\C(\C)=N/OC)C)CO)=O